1-(2,2-difluoroethyl)-N-[4-[(6,7-dimethoxy-1,5-naphthyridin-4-yl)oxy]-3-fluorophenyl]-5-(4-fluoro-2-methoxyphenyl)-2-methyl-4-oxopyridine-3-carboxamide FC(CN1C(=C(C(C(=C1)C1=C(C=C(C=C1)F)OC)=O)C(=O)NC1=CC(=C(C=C1)OC1=CC=NC2=CC(=C(N=C12)OC)OC)F)C)F